(1S,2R)-N-benzyl-1-phenyl-2-(4,4,5,5-tetramethyl-1,3,2-dioxaborolan-2-yl)-N-(3-(4,4,5,5-tetramethyl-1,3,2-dioxaborolan-2-yl)benzyl)butan-1-amine C(C1=CC=CC=C1)N([C@@H]([C@@H](CC)B1OC(C(O1)(C)C)(C)C)C1=CC=CC=C1)CC1=CC(=CC=C1)B1OC(C(O1)(C)C)(C)C